C(C)S(=O)(=NC1=C2C(=NC(=C1)N1[C@@H](COCC1)C)C(=NS2)C2=CC(=NN2C2OCCCC2)C)CC diethyl-({3-[3-methyl-1-(oxan-2-yl)-1H-pyrazol-5-yl]-5-[(3R)-3-methylmorpholin-4-yl]-[1,2]thiazolo[4,5-b]pyridin-7-yl}imino)-λ^6-sulfanone